(R)-5-Chloro-N-(2-(1-cyclopropyl-2-hydroxy-2-methylpropyl)-3-oxoisoindolin-4-yl)-2,3-dihydrofuro[2,3-b]pyridine-4-carboxamide ClC1=C(C2=C(N=C1)OCC2)C(=O)NC2=C1C(N(CC1=CC=C2)[C@@H](C(C)(C)O)C2CC2)=O